N1N=NC=C1 1H-1,2,3-Triazol